(S)-2-((R)-4,4-difluoro-3-(5-(hydroxymethyl)-6-oxo-1,6-dihydropyridin-3-yl)piperidin-1-yl)-N-(1-(3,5-difluorobenzyl)-2-(difluoromethyl)-1H-imidazol-4-yl)propanamide FC1([C@@H](CN(CC1)[C@H](C(=O)NC=1N=C(N(C1)CC1=CC(=CC(=C1)F)F)C(F)F)C)C1=CNC(C(=C1)CO)=O)F